C(#N)[C@H]1[C@@H](CN(C12CC2)C(=O)OC(C)(C)C)C2=CC=CC=C2 tert-butyl (6R,7S)-7-cyano-6-phenyl-4-azaspiro[2.4]heptane-4-carboxylate